heptadecyl ((((2R,3S,5R)-5-(6-amino-2-fluoro-9H-purin-9-yl)-2-ethynyl-3-hydroxytetrahydrofuranyl)methoxy)(phenoxy)phosphoryl)-L-alaninate NC1=C2N=CN(C2=NC(=N1)F)[C@H]1C[C@@H]([C@@](O1)(C#C)COP(=O)(OC1=CC=CC=C1)N[C@@H](C)C(=O)OCCCCCCCCCCCCCCCCC)O